COC(=O)C1=C(SC(=C1C)C(N)=O)NC(C(CC)C1=CC=C(C=C1)OC)=O (2-(4-methoxyphenyl)butyrylamino)-5-carbamoyl-4-methylthiophene-3-carboxylic acid methyl ester